5-ethynyl-6-fluoro-4-{8-fluoro-2-[(1-{[(3R)-3-fluoropyrrolidin-1-yl]methyl}cyclopropyl)methoxy]-4-[8-(2-hydroxyethyl)-3,8-diazabicyclo[3.2.1]octan-3-yl]quinazolin-7-yl}naphthalen-2-ol C(#C)C1=C2C(=CC(=CC2=CC=C1F)O)C1=CC=C2C(=NC(=NC2=C1F)OCC1(CC1)CN1C[C@@H](CC1)F)N1CC2CCC(C1)N2CCO